BrC1=C(C(=CC(=C1)F)Br)OC 2,6-dibromo-4-fluoroanisole